P(O)(O)(=S)O[C@H]1[C@@H]2[C@@H](O[C@@]1(CO)CO2)N2C(=O)N=C(N)C(=C2)C 2'-O,4'-C-methylene 5-methylcytidine-3'-phosphorothioate